(2-((5-bromo-2-chloropyrimidin-4-yl)amino)-5-chlorophenyl)dimethylphosphine oxide BrC=1C(=NC(=NC1)Cl)NC1=C(C=C(C=C1)Cl)P(C)(C)=O